1-(5-(methoxymethyl)pyridin-2-yl)ethan-1-one COCC=1C=CC(=NC1)C(C)=O